O(C1=CC=CC=C1)C1=CC=C(C=C1)CC(C)O 1-(4-phenoxyphenyl)-2-propanol